C(C)(C)(C)OC(NC1=NC=C(C=C1C)NC(C(=O)N1[C@H](CC[C@@H](C1)C)[C@H]1CNCCC1)=O)=O.CC(C=O)CC1=CC=C(C=C1)C(C)C |&1:25| 2-methyl-3-(4-prop-2-ylphenyl)propanal rac-tert-butyl-N-[3-methyl-5-[[2-[(2R,5S)-5-methyl-2-(3-piperidyl)-1-piperidyl]-2-oxo-acetyl]amino]-2-pyridyl]carbamate